[2-(2-naphthyl)phenyl]boronic acid C1=C(C=CC2=CC=CC=C12)C1=C(C=CC=C1)B(O)O